1-ethyl-butyl-3-butyl-imidazolium C(C)C(CCC)C=1NC=C[N+]1CCCC